11-Triacontenoic acid C(CCCCCCCCCC=CCCCCCCCCCCCCCCCCCC)(=O)O